C(C)OC(C1=CC(=CC(=C1)N)N)=O 3,5-diaminobenzoic acid ethyl ester